8-(heptadecyldimethylsilyl)octanoic acid C(CCCCCCCCCCCCCCCC)[Si](CCCCCCCC(=O)O)(C)C